6-(5-phenyl-1H-imidazol-1-yl)-3,4-dihydro-quinolin-2(1H)-one C1(=CC=CC=C1)C1=CN=CN1C=1C=C2CCC(NC2=CC1)=O